4-((2'-(((1-(3,5-bis(trifluoromethyl)phenyl)-1-hydroxypropan-2-yl)(cyclobutyl)amino)methyl)-6-Methoxy-4-methyl-4'-(trifluoromethyl)-[1,1'-biphenyl]-3-yl)oxy)butanoic acid FC(C=1C=C(C=C(C1)C(F)(F)F)C(C(C)N(C1CCC1)CC1=C(C=CC(=C1)C(F)(F)F)C1=CC(=C(C=C1OC)C)OCCCC(=O)O)O)(F)F